tert-butyl 2-(6-(5-chloro-2-(methylamino)pyrimidin-4-yl)-1-oxoisoindolin-2-yl)acetate ClC=1C(=NC(=NC1)NC)C1=CC=C2CN(C(C2=C1)=O)CC(=O)OC(C)(C)C